benzo[4,5]thieno[2,3-d]pyrimidine N1=CN=CC2=C1SC1=C2C=CC=C1